4-chloro-5-iodo-7-[(4-methoxy-3,5-dimethylpyridin-2-yl)methyl]-7H-pyrrolo[2,3-d]pyrimidin-2-amine ClC=1C2=C(N=C(N1)N)N(C=C2I)CC2=NC=C(C(=C2C)OC)C